3-((benzyloxy)methyl)-2-(4-bromophenyl)-5-hydroxy-4-(hydroxymethyl)-1-(piperidin-1-yl)pentan-1-one C(C1=CC=CC=C1)OCC(C(C(=O)N1CCCCC1)C1=CC=C(C=C1)Br)C(CO)CO